CC1(OC=2C=C(C=C(C2C2=C1C=CC(=C2)C)O)CCCCC)C 6,6,9-trimethyl-3-pentyl-benzo[c]chromen-1-ol